(S)-4-((1-(oxetan-3-yl)piperidin-4-yl)oxy)pyridin-3-amine O1CC(C1)N1CCC(CC1)OC1=C(C=NC=C1)N